ClC1=CC2=C(N(C(N=C2N2[C@H](CN(CC2)C(=O)OC(C)(C)C)CC)=O)C=2C(=NC=CC2C)C(C)C)N=C1Cl tert-butyl (s)-4-(6,7-dichloro-1-(2-isopropyl-4-methylpyridin-3-yl)-2-oxo-1,2-dihydropyrido[2,3-d]pyrimidin-4-yl)-3-ethylpiperazine-1-carboxylate